(2-((tert-butoxycarbonyl)amino)-5,7-difluorobenzo[d]thiazol-4-yl)boronic acid C(C)(C)(C)OC(=O)NC=1SC2=C(N1)C(=C(C=C2F)F)B(O)O